OC=1C2=C(N(C(CC1C(=O)NC)=O)CC1=CC(=C(C=C1)OC)C(F)(F)F)C=CC=C2 5-hydroxy-1-(4-methoxy-3-(trifluoromethyl)benzyl)-N-methyl-2-oxo-2,3-dihydro-1H-benzo[b]azepine-4-carboxamide